ethyl 2-(1-(3,3-dimethylcyclohexyl) ethoxy)-2-methylpropionate CC1(CC(CCC1)C(C)OC(C(=O)OCC)(C)C)C